4-(dimethylamino)-4-oxobutanoic acid 2-propenyl ester C(C=C)OC(CCC(=O)N(C)C)=O